OC=1CC(CC(C1)=O)C(=O)OCC ethyl 3-hydroxy-5-oxocyclohex-3-ene-1-carboxylate